5-(6-Azaspiro[2.5]octane-6-yl)-N-[2-(4,4-difluoropiperidin-1-yl)-3-fluoropyridin-4-yl]-7-(2-hydroxyethylsulfonamido)-2,3-dihydro-1H-indene-4-carboxamide C1CC12CCN(CC2)C2=C(C=1CCCC1C(=C2)NS(=O)(=O)CCO)C(=O)NC2=C(C(=NC=C2)N2CCC(CC2)(F)F)F